3-methyl-2-(2-((2S,4S)-2-methyltetrahydro-2H-pyran-4-yl)-2H-pyrazolo[3,4-b]pyrazin-6-yl)-5-(trifluoromethyl)phenol CC=1C(=C(C=C(C1)C(F)(F)F)O)C=1C=NC=2C(N1)=NN(C2)[C@@H]2C[C@@H](OCC2)C